2,2'-(1-(4-morpholinylphenyl)propane-1,2-diyl)bis(N-ethylhydrazine-1-thiocarboxamide) N1(CCOCC1)C1=CC=C(C=C1)C(C(C)NNC(NCC)=S)NNC(NCC)=S